(4R,6R,7R)-6-methyl-4-{[(1S,4S)-2-oxa-5-azabicyclo[2.2.1]heptan-5-yl](propan-2-yl)carbamoyl}-6,11-diazatetracyclo[7.6.1.02,7.012,16]hexadeca-1(16),2,9,12,14-pentaen-6-ium C[NH+]1C[C@@H](C=C2C=3C=CC=C4NC=C(C[C@@H]12)C34)C(N(C(C)C)N3[C@@H]4CO[C@H](C3)C4)=O